(R)-2-(4-((1-(4-fluorophenyl)ethyl)amino)phthalazin-1-yl)-5-(trifluoromethyl)phenol FC1=CC=C(C=C1)[C@@H](C)NC1=NN=C(C2=CC=CC=C12)C1=C(C=C(C=C1)C(F)(F)F)O